Cl.C(C)OC1=C(OCCN[C@@H](CC=2C=CC(=C(C2)S(=O)(=O)N)OC)C)C=CC=C1 (-)-(R)-5-[2-[[2-(o-Ethoxyphenoxy)ethyl]amino]propyl]-2-methoxy-benzenesulfonamide, monohydrochloride